ClC=1C=C2C=C(NC2=CC1C1=NC=C(N=C1)OC)CNC(=O)[C@@H]1[C@H](C1)OC Trans-N-{[5-chloro-6-(5-methoxy-2-pyrazinyl)-2-indolyl]methyl}(1S,2S)-2-methoxycyclopropanecarboxamide